7-fluorochroman-3-carboxylic acid FC1=CC=C2CC(COC2=C1)C(=O)O